1,1,1,5,5,5-hexamethyl-3-phenyl-3-[(trimethylsilyl)oxy]trisiloxane C[Si](O[Si](O[Si](C)(C)C)(O[Si](C)(C)C)C1=CC=CC=C1)(C)C